C1=2C3CCCN3C(CCCCCCCN3C=CC(C=C1)=C3N2)=O 6,15,21-triazatetracyclo[13.5.2.0^{2,6}.0^{18,22}]docosa-1(21),16,18(22),19-tetraen-7-one